N1-(2-(2-((5-fluoro-4-(4-fluoro-1-isopropyl-2-methyl-1H-benzo[d]imidazol-6-yl)pyrimidin-2-yl)amino)-7,8-dihydro-1,6-naphthyridine-6(5H)-yl)ethyl)-N1-methylethane-1,2-diamine FC=1C(=NC(=NC1)NC1=NC=2CCN(CC2C=C1)CCN(CCN)C)C=1C=C(C2=C(N(C(=N2)C)C(C)C)C1)F